(R)-3-(tert-butoxycarbonyl)-9-(hydroxymethyl)-6-methyl-2,3,4,4a,5,6-hexahydro-1H-pyrazino[1,2-a]quinoxaline-8-carboxylic acid C(C)(C)(C)OC(=O)N1C[C@@H]2N(C3=CC(=C(C=C3N(C2)C)C(=O)O)CO)CC1